C1(CC1)OC1=C(C=CC=C1)C(C(=O)O)N1C[C@H]([C@H](C1)OCCCCC1=NC=2NCCCC2C=C1)F 2-(2-Cyclopropoxyphenyl)-2-((3R,4S)-3-fluoro-4-(4-(5,6,7,8-tetrahydro-1,8-naphthyridin-2-yl)butoxy)pyrrolidin-1-yl)acetic acid